1-(tosyloxy)-3,6,9,12-tetraoxapentadecan-15-oic acid S(=O)(=O)(C1=CC=C(C)C=C1)OCCOCCOCCOCCOCCC(=O)O